3-(5-cyclobutyl-1,3-thiazol-2-yl)-N-[(1R)-1-(6-methylpyridazin-3-yl)ethyl]-5-[(3S)-tetrahydrofuran-3-yloxy]benzamide C1(CCC1)C1=CN=C(S1)C=1C=C(C(=O)N[C@H](C)C=2N=NC(=CC2)C)C=C(C1)O[C@@H]1COCC1